Cl.FC=1C(=NC(=CN1)C(F)(F)F)N1CC2(CC1)CCNCC2 2-(3-fluoro-6-(trifluoromethyl)pyrazin-2-yl)-2,8-diazaspiro[4.5]decane hydrochloride